2-((5-(2-(4-cyano-2-fluorophenyl)-2-methylbenzo[d][1,3]dioxol-4-yl)-2,5-diazabicyclo[4.1.0]hept-2-yl)methyl)-1-((R)-2-methoxypropyl)-1H-benzo[d]imidazole-6-carboxylic acid methyl ester COC(=O)C=1C=CC2=C(N(C(=N2)CN2C3CC3N(CC2)C2=CC=CC=3OC(OC32)(C)C3=C(C=C(C=C3)C#N)F)C[C@@H](C)OC)C1